methyl 4-(4-(5-((4-((4-(acetamidomethyl)piperidin-1-yl)methyl)-6-(3,5-dichlorophenyl)pyridin-2-yl)oxy)pyrimidin-2-yl)piperazin-1-yl)-2-methylbutanoate C(C)(=O)NCC1CCN(CC1)CC1=CC(=NC(=C1)C1=CC(=CC(=C1)Cl)Cl)OC=1C=NC(=NC1)N1CCN(CC1)CCC(C(=O)OC)C